FC1(CC=C(CC1)C=1N=CN2C1C=CC=C2)F 1-(4,4-difluorocyclohex-1-en-1-yl)imidazo[1,5-a]pyridine